2,2-bis(4-hydroxy-3,5-dimethoxyphenyl)propane OC1=C(C=C(C=C1OC)C(C)(C)C1=CC(=C(C(=C1)OC)O)OC)OC